C(CC)(=O)O.C(C=C)(=O)O[Na] (acryloyloxy)sodium propionate